4-((2-(6-(4-methylpiperazine-1-carbonyl)naphth-2-yl)ethyl)thio)quinoline CN1CCN(CC1)C(=O)C=1C=C2C=CC(=CC2=CC1)CCSC1=CC=NC2=CC=CC=C12